BrC1=C(N=C2N1C=1N=C(C=C(C1C=C2)C(C(F)(F)F)(F)F)C(F)(F)F)C=2OC=NN2 2-(9-bromo-4-(perfluoroethyl)-2-(trifluoromethyl)imidazo[1,2-a][1,8]naphthyridin-8-yl)-1,3,4-oxadiazole